FC(C1=NN=C(O1)C1=CN=C(S1)N1C(OC[C@H]1C1=CC=CC=C1)=O)F (R)-3-(5-(5-(difluoromethyl)-1,3,4-oxadiazol-2-yl)thiazol-2-yl)-4-phenyloxazolidin-2-one